FC=1C=C(C=CC1F)[C@H]1[C@@H](C1)NC1=C2N=CN(C2=NC(=N1)SCCC)[C@H]1[C@@H]([C@@H]([C@H](C1)OCCO)O)O (1S,2S,3R,5S)-3-(6-(((1R,2S)-2-(3,4-difluorophenyl)cyclopropyl)amino)-2-(propylthio)-9H-Purin-9-yl)-5-(2-hydroxyethoxy)cyclopentane-1,2-diol